C(C)(C)(C)OC(COC1=CC(=NC=C1)C(F)(F)F)=O 2-((2-(trifluoromethyl)pyridin-4-yl)oxy)acetic acid tert-butyl ester